C1N(CC12CNC2)C(=O)[O-] 2,6-diazaspiro[3.3]heptan-2-carboxylate